5-Ethynyl-1-fluoronaphthalen-2-ol C(#C)C1=C2C=CC(=C(C2=CC=C1)F)O